5-fluoro-1-(5-fluoro-2-methoxy-4-(3-(trifluoromethyl)cyclobutyl)phenyl)-N-(isoxazol-3-yl)-N-(4-methoxybenzyl)-2-oxo-1,2-dihydroquinoline-6-sulfonamide FC1=C2C=CC(N(C2=CC=C1S(=O)(=O)N(CC1=CC=C(C=C1)OC)C1=NOC=C1)C1=C(C=C(C(=C1)F)C1CC(C1)C(F)(F)F)OC)=O